CC1=C(C=CC(=C1)C)Br 1,5-dimethylbromobenzene